2-(4-amino-2,6-dimethylphenyl)-2-(1H-indol-3-yl)acetic acid ethyl ester C(C)OC(C(C1=CNC2=CC=CC=C12)C1=C(C=C(C=C1C)N)C)=O